N-((3S,4S)-4-fluoropyrrolidin-3-yl)-6-(7-(1-(trifluoromethyl)cyclopropyl)imidazo[1,2-b]pyridazin-3-yl)pyridin-2-amine F[C@@H]1[C@H](CNC1)NC1=NC(=CC=C1)C1=CN=C2N1N=CC(=C2)C2(CC2)C(F)(F)F